C[C@H](CCCC(C)(C)O)[C@H]1CC[C@@H]\\2[C@@]1(CCC/C2=C\\C=C/3\\C[C@H](CCC3=C)O[C@H]4[C@@H]([C@H]([C@@H]([C@H](O4)C(=O)[O-])O)O)O)C The molecule is a steroid glucuronide anion that is the conjugate base of calcidiol 3-O-(beta-D-glucuronide) arising from deprotonation of the carboxylic acid function; major species at pH 7.3. It derives from a calcidiol. It is a conjugate base of a calcidiol 3-O-(beta-D-glucuronide).